NC1=NC(=CC(=N1)C1=CC(N(C=C1)CC1=CC=CC=C1)=O)C1=CC=CC=C1 4-(2-amino-6-phenylpyrimidin-4-yl)-1-benzyl-pyridin-2(1H)-one